ClC=1C=C(C=CC1)C(=O)N1CCC(CC1)=C (3-chlorophenyl)(4-methylenepiperidin-1-yl)methanone